Cl.Cl.ClC=1C=CC2=C(CCC=3C(=NC=CC3)C2=C2CCNCC2)C1 8-chloro-11-(piperidin-4-ylidene)-6,11-dihydro-5H-benzo-[5,6]cyclohepta[1,2-b]pyridine dihydrochloride